8-bromo-2,2-dimethyl-2H-chromene-6-carboxylic acid methyl ester COC(=O)C=1C=C2C=CC(OC2=C(C1)Br)(C)C